3-bromo-2-methyl-6-(3-fluorophenyl)-2H-indazole BrC=1N(N=C2C=C(C=CC12)C1=CC(=CC=C1)F)C